CC1(CC2=C(C(N1)=O)C(=C(N2)C2=CC(=NC=C2)NC(C(=C)C2=CC=C(C=C2)F)=O)NC2=C(C=CC=C2)C)C (2R)-N-{4-[6,6-Dimethyl-3-(2-methylanilino)-4-oxo-4,5,6,7-tetrahydro-1H-pyrrolo[3,2-c]pyridin-2-yl]pyridin-2-yl}-2-(4-fluorophenyl)propenamid